Cl.Cl.NCC1=CC=C(C=C1)C=1N(N=C2C1N=CN(C2=O)CC2(CCN(CC2)CC2=C(C=C(C=C2)C2=C(N=CS2)C)Cl)O)C 3-(4-(aminomethyl)phenyl)-6-((1-(2-chloro-4-(4-methylthiazol-5-yl)benzyl)-4-hydroxypiperidin-4-yl)methyl)-2-methyl-2,6-dihydro-7H-pyrazolo[4,3-d]pyrimidin-7-one dihydrochloride